tert-butyl 2'-oxo-8-azaspiro[bicyclo[3.2.1]octane-3,3'-pyrrolidine]-8-carboxylate O=C1NCCC12CC1CCC(C2)N1C(=O)OC(C)(C)C